2,4,6-Trihydroxy-3-pentanoyl-benzaldehyde OC1=C(C=O)C(=CC(=C1C(CCCC)=O)O)O